ethyl-(ethanol) C(C)C(C)O